4-hydroxy-N-(4-(4-methylthiazol-5-yl)benzyl)pyrrolidine-2-carboxamide hydrochloride Cl.OC1CC(NC1)C(=O)NCC1=CC=C(C=C1)C1=C(N=CS1)C